methyl 2-[4-[4,6-bis(4-phenyl phenyl)-1,3,5-triazin-2-yl]-3-hydroxy-phenoxy]propanoate C1(=CC=CC=C1)C1=CC=C(C=C1)C1=NC(=NC(=N1)C1=CC=C(C=C1)C1=CC=CC=C1)C1=C(C=C(OC(C(=O)OC)C)C=C1)O